C1(=CC=CC2=CC=CC=C12)S(=O)(=O)[O-].C(CCC)(=O)O.C(CCC)(=O)O.[Na+] sodium dibutyrate naphthalenesulfonate